(Z,Z)-4,7-tridecadien-1-ol C(CC\C=C/C\C=C/CCCCC)O